2-[4-({3,5-dimethyl-1-[2-(oxetan-2-yloxy)ethyl]pyrazol-4-yl}oxy)-3-fluorophenyl]-1,2,4-triazol-3-one CC1=NN(C(=C1OC1=C(C=C(C=C1)N1NC=NC1=O)F)C)CCOC1OCC1